COC(CC)OCC\C=C/CC (Z)-1-(1-methoxypropoxy)-3-hexene